C(C)C=1C=C2C=C(CC2=CC1CC)N 5,6-diethyl-2-aminoindene